2-(3,6-dimethoxy-5-(5,5,5-trifluoropentyl)pyridin-2-yl)ethan-1-amine COC=1C(=NC(=C(C1)CCCCC(F)(F)F)OC)CCN